FC1(CN(CC1)C1=NC=NC(=C1NC(C1=CN=C(C=C1)C(C)C)=O)C1=CC=NN1)F N-(4-(3,3-difluoropyrrolidin-1-yl)-6-(1H-pyrazol-5-yl)pyrimidin-5-yl)-6-isopropylnicotinamide